C(CCCCCCC\C=C/CCCCCCCC)(=O)OCC(COC(CCCCCCC\C=C/CCCCCCCC)=O)NC(=O)OC(C)(C)C 2-((tert-butoxycarbonyl)amino)propane-1,3-diyl dioleate